FC=1C(=NC=C(C1)C(F)(F)F)N1CC2(CN(C2)C(=O)N2CC3(C2)NC(OC3)=O)C1 2-[6-[3-fluoro-5-(trifluoromethyl)-2-pyridinyl]-2,6-diazaspiro[3.3]heptane-2-carbonyl]-7-oxa-2,5-diazaspiro[3.4]octan-6-one